4-(4-(tert-butyl)benzyl)-4-(methoxycarbonyl)cyclopentane C(C)(C)(C)C1=CC=C(CC2(CCCC2)C(=O)OC)C=C1